3-methyl-1H-indole-5-carbonitrile CC1=CNC2=CC=C(C=C12)C#N